C1(=CC=CC=C1)C#CC1=CC(=C(C=2N1N=CN2)C(=O)O)O 5-(phenylethynyl)-7-hydroxy-[1,2,4]triazolo[1,5-a]pyridine-8-carboxylic acid